C(C)(C)(C)OC(=O)N[C@@H](CCC(=O)OC)C=C methyl (4S)-4-[(tert-butoxycarbonyl) amino]hex-5-enoate